13-chloro-19,21-difluoro-14-hydroxy-16,16-dioxo-9-oxa-16λ6-thia-5,17-diazatetracyclo[16.3.1.111,15.02,7]tricosa-1(22),2,4,6,11,13,15(23),18,20-nonaen-10-one ClC=1C=C2C(OCC3=CN=CC=C3C=3C(=CC(=C(NS(C(C1O)=C2)(=O)=O)C3)F)F)=O